C(CCC)N(CC(CCCC)CC)CCCC di-n-butyl-(2-ethylhexyl)-amine